α-Cyclopentylmandelic Acid C1(CCCC1)C(C(=O)O)(O)C1=CC=CC=C1